(R)-N-(4-(3-aminopyrrolidin-1-yl)-2-ethyl-2H-indazol-5-yl)-1-(2,6-difluorophenyl)-6-oxo-1,6-dihydropyridazine-3-carboxamide N[C@H]1CN(CC1)C=1C2=CN(N=C2C=CC1NC(=O)C1=NN(C(C=C1)=O)C1=C(C=CC=C1F)F)CC